ClC1=CC=C(C=C1)C1(CCN(CC1)C(=O)OC(C)(C)C)NS(=O)(=O)C1=CC=C(C=C1)OC(C)C tert-butyl 4-(4-chlorophenyl)-4-((4-isopropoxyphenyl)sulfonamido)piperidine-1-carboxylate